N1(CCC(CC1)CNC1=CC=C(C=C1)C1=CC2=C(N=CN=C2N2CCOCC2)N1)C1CCNCC1 N-([1,4'-bipiperidin]-4-ylmethyl)-4-(4-morpholino-7H-pyrrolo[2,3-d]pyrimidin-6-yl)aniline